3-Amino-4,6-dimethyl-N-(1-phenylethyl)thieno[2,3-b]pyridine-2-carboxamide 2,2,2-trifluoroacetate FC(C(=O)O)(F)F.NC1=C(SC2=NC(=CC(=C21)C)C)C(=O)NC(C)C2=CC=CC=C2